N-Isopropyl-6-(6-(4-methoxypyridin-3-yl)-4-methyl-1H-pyrazolo[4,3-c]pyridin-1-yl)-4-((2R,3S)-2-methyl-3-((methylsulfonyl)methyl)azetidin-1-yl)pyridin-2-amine C(C)(C)NC1=NC(=CC(=C1)N1[C@@H]([C@H](C1)CS(=O)(=O)C)C)N1N=CC=2C(=NC(=CC21)C=2C=NC=CC2OC)C